O[C@@H]1[C@@H](O)[C@@H](O)[C@H](O)[C@H](O1)C α-D-rhamnose